C(=C/C\C=C/C\C=C/C\C=C/CCCCC)/C1C(C1)C(=O)OCC Ethyl 2-((1Z,4Z,7Z,10Z)-hexadeca-1,4,7,10-tetraen-1-yl)cyclopropane-1-carboxylate